6-bromo-2-methoxyquinoline-3-carboxamide BrC=1C=C2C=C(C(=NC2=CC1)OC)C(=O)N